C(C1=CC=CC=C1)(=O)O.N1CC(CCC1)=O 3-piperidinone benzoate